(R)-3-((3-(4-amino-8-(furan-2-yl)pyrido[3,2-d]pyrimidin-6-yl)phenyl)ethynyl)-3-hydroxy-1-methylpyrrolidin-2-one trifluoroacetate FC(C(=O)O)(F)F.NC=1C2=C(N=CN1)C(=CC(=N2)C=2C=C(C=CC2)C#C[C@]2(C(N(CC2)C)=O)O)C=2OC=CC2